rac-5',6',8-trifluoro-6-(trifluoromethyl)-3',4'-dihydro-2'H,3H-spiro[imidazo[1,2-a]pyridine-2,1'-naphthalene] FC1=C2CCC[C@]3(C2=CC=C1F)N=C1N(C=C(C=C1F)C(F)(F)F)C3 |r|